CN([C@H]1[C@@H](CCCC1)N)C (1r,2r)-N,N-dimethyl-1,2-diaminocyclohexane